(1R,3S,5R)-2-(2-(3-acetyl-7-methyl-5-(2-methylpyrimidin-5-yl)-1H-pyrrolo[2,3-c]pyridin-1-yl)acetyl)-N-(6-bromo-3-chloropyridin-2-yl)-5-methyl-2-azabicyclo[3.1.0]hexane-3-carboxamide C(C)(=O)C1=CN(C2=C(N=C(C=C21)C=2C=NC(=NC2)C)C)CC(=O)N2[C@@H]1C[C@@]1(C[C@H]2C(=O)NC2=NC(=CC=C2Cl)Br)C